COC1=C(N)C=CC=C1C1=NN(C(=N1)N1CC2(COC2)C1)C 2-methoxy-3-(1-methyl-5-{2-oxa-6-azaspiro[3.3]heptan-6-yl}-1H-1,2,4-triazol-3-yl)aniline